O[SH+]C1=CC=CC=C1 hydroxy-phenylsulfonium